N1(N=CC=C1)CCNC(=O)C1=NOC(=C1)C=1SC=C(C1)Cl N-(2-(1H-pyrazol-1-yl)ethyl)-5-(4-chlorothien-2-yl)isoxazole-3-carboxamide